OC(=O)C(F)(F)F.NCC(=O)N(C)C=1C=CC2=C(C=CO2)C1 2-amino-N-(benzofuran-5-yl)-N-methylacetamide TFA salt